(1R,3S,5R)-2-(2-(3-acetyl-7-cyclopropyl-5-(2-methylpyrimidin-5-yl)-1H-indazol-1-yl)acetyl)-N-(6-bromo-5-fluoro-3-methylpyridin-2-yl)-5-methyl-2-azabicyclo[3.1.0]hexane-3-carboxamide C(C)(=O)C1=NN(C2=C(C=C(C=C12)C=1C=NC(=NC1)C)C1CC1)CC(=O)N1[C@@H]2C[C@@]2(C[C@H]1C(=O)NC1=NC(=C(C=C1C)F)Br)C